C(C(=O)[O-])(=O)[O-].[Eu+2] Europium(II) oxalate